ClC1=NC2=CC=C(C=C2C(=N1)Cl)OC 2,4-dichloro-6-methoxyquinazoline